(1R,3S,5S)-N-(1,1-dioxo-1λ6-thian-4-yl)-8-[5-(5-fluoro-2-methoxypyridin-4-yl)-1H-pyrazole-3-carbonyl]-8-azabicyclo[3.2.1]octane-3-carboxamide O=S1(CCC(CC1)NC(=O)C1C[C@H]2CC[C@@H](C1)N2C(=O)C2=NNC(=C2)C2=CC(=NC=C2F)OC)=O